2-(5-(4-chlorophenyl)-2-(ethylthio)pyrazolo[1,5-a]pyrimidin-3-yl)-3-methyl-6-(trifluoromethyl)-3H-imidazo[4,5-c]pyridine ClC1=CC=C(C=C1)C1=NC=2N(C=C1)N=C(C2C2=NC1=C(C=NC(=C1)C(F)(F)F)N2C)SCC